tert-butyl N-[3-[7-(4,4,5,5-tetramethyl-1,3,2-dioxaborolan-2-yl)benzimidazol-1-yl]propyl]carbamate CC1(OB(OC1(C)C)C1=CC=CC2=C1N(C=N2)CCCNC(OC(C)(C)C)=O)C